C(C1=CC=CC=C1)(=O)OC\C=C/COC(C1=CC=CC=C1)=O (Z)-but-2-en-1,4-diyl dibenzoate